1-(3-(pyridin-2-yl)azetidin-1-yl)ethan-1-one N1=C(C=CC=C1)C1CN(C1)C(C)=O